2-((3-(3-iodo-1-(tetrahydro-2H-pyran-2-yl)-1H-pyrazolo[3,4-b]pyrazin-6-yl)-7-(thiophen-3-yl)-3-azabicyclo[4.1.0]heptan-7-yl)methyl)isoindoline-1,3-dione IC1=NN(C2=NC(=CN=C21)N2CC1C(C1CC2)(C2=CSC=C2)CN2C(C1=CC=CC=C1C2=O)=O)C2OCCCC2